3-(2,6-Dichloro-3,5-dimethoxyphenyl)-1-methyl-1,3,4,7-tetrahydro-2H-pyrrolo[3',2':5,6]pyrido[4,3-d]pyrimidin-2-one ClC1=C(C(=C(C=C1OC)OC)Cl)N1C(N(C2=C(C1)C=NC1=C2C=CN1)C)=O